7-chloro-4-iodo-2,6-naphthyridin-3-amine ClC1=NC=C2C(=C(N=CC2=C1)N)I